methyl 5-(2-hydroxyphenyl)-3,4-dihydro-2H-pyrrole-2-carboxylate OC1=C(C=CC=C1)C=1CCC(N1)C(=O)OC